methyl-imidazo[1,2-a]pyridine-8-carboxylic acid CC=1N=C2N(C=CC=C2C(=O)O)C1